(R)-N-(2-(3''-chloro-4''-((3,5-difluoropyridin-2-yl)methoxy-d2)-5',6''-dimethyl-2,2''-dicarbonyl-2H,2''H-[1,2':4',1''-terpyridine]-3-yl)propan-2-yl)acetamide ClC=1C(N(C(=CC1OC([2H])([2H])C1=NC=C(C=C1F)F)C)C1=CC(=NC=C1C)N1C(C(=CC=C1)C(C)(C)NC(C)=O)=C=O)=C=O